N1C(N)=NC=2N=CNC2C1=O Rac-Guanin